(1-(mercapto)cyclopropyl)acetic acid SC1(CC1)CC(=O)O